N-(2,4-difluoro-3-(5-(4-fluorophenyl)-1H-pyrrolo[2,3-b]pyridine-3-carbonyl)phenyl)-1-phenylmethanesulfonamide FC1=C(C=CC(=C1C(=O)C1=CNC2=NC=C(C=C21)C2=CC=C(C=C2)F)F)NS(=O)(=O)CC2=CC=CC=C2